Methacryloxymethyltricarboxysilan C(C(=C)C)(=O)OC[Si](C(=O)O)(C(=O)O)C(=O)O